2-[[4-(4-methoxyphenyl)imidazol-1-yl]methoxy]ethyl-trimethyl-silane COC1=CC=C(C=C1)C=1N=CN(C1)COCC[Si](C)(C)C